COC=1C=C(C=CC1OC)C=1NC2=CC=C(C=C2C1CC)C1=NOC(=N1)[C@H](CCCN)N (S)-1-(3-(2-(3,4-dimethoxyphenyl)-3-ethyl-1H-indol-5-yl)-1,2,4-oxadiazol-5-yl)butane-1,4-diamine